[Al].[Mg].[Zn].[Cu] copper zinc magnesium aluminum